N-((5-(5-amino-7-(((3S,4R)-3-fluoro-1-methylpiperidin-4-yl)amino)-3-(2,2,2-trifluoroethyl)-2H-indazol-2-yl)-1,3,4-thiadiazol-2-yl)methyl)-1-(tert-butyl)-1H-pyrazole-4-carboxamide NC1=CC2=C(N(N=C2C(=C1)N[C@H]1[C@H](CN(CC1)C)F)C1=NN=C(S1)CNC(=O)C=1C=NN(C1)C(C)(C)C)CC(F)(F)F